tert-butyl (1-(2-(3,6-dihydro-2H-pyran-4-yl)-5-ethyl-7-oxo-4,7-dihydro-[1,2,4]triazolo[1,5-a]pyrimidin-6-yl)pyrrolidin-3-yl)(methyl)carbamate O1CCC(=CC1)C1=NN2C(NC(=C(C2=O)N2CC(CC2)N(C(OC(C)(C)C)=O)C)CC)=N1